bis(2,4-ditert-butylphenyl)-pentaerythritol diphosphite OP(O)OP(O)O.C(C)(C)(C)C1=C(C=CC(=C1)C(C)(C)C)C(O)(C(CO)(CO)CO)C1=C(C=C(C=C1)C(C)(C)C)C(C)(C)C